Cl.CN1N=C(C2=CC=CC(=C12)C1CCN(CC1)CC1CCNCC1)C1C(NC(CC1)=O)=O 3-(1-methyl-7-(1-(piperidin-4-ylmethyl)-piperidin-4-yl)-1H-indazol-3-yl)piperidine-2,6-dione hydrochloride